O=C(OCCCCCCCCC)CCCCCCCN(CCCCC(OCCOC(CCCCN(CCCCCCCC(OCCCCCCCCC)=O)CCCCCCCC(=O)OC(CCCCCCCC)CCCCCCCC)=O)=O)CCCCCCCC(=O)OC(CCCCCCCC)CCCCCCCC Di(heptadecan-9-yl) 8,8'-(11,24,29,42-tetraoxo-10,25,28,43-tetraoxa-19,34-diazadopentacontane-19,34-diyl)dioctanoate